ClC=1C=C(C(=O)NC)C=C(C1)C 3-chloro-5-methyl-N-methylbenzamide